5-methylthiophene-2-Formic acid CC1=CC=C(S1)C(=O)O